8-((2-chlorothiazol-5-yl)methyl)-3-(pentan-2-yl)pyrido[2,3-d]pyrimidine-2,4(3H,8H)-dione ClC=1SC(=CN1)CN1C=CC=C2C1=NC(N(C2=O)C(C)CCC)=O